ClC=1C=C(C=2N(N1)C=C(N2)C)CCO 2-(6-chloro-2-methylimidazo[1,2-b]pyridazin-8-yl)ethan-1-ol